BrC=1C=CC2=C([N+](=C(N=[N+]2[O-])NOC(CC)=O)[O-])C1 6-bromo-3-((3-oxo-3-propoxy)amino)benzo[e][1,2,4]triazine-1,4-dioxide